FC1=C(SC=C1C(C)(C)O)[S@](=O)(N)=NC(NC1=C2C(=NC(=C1C1=CC=CC=C1)C)CCC2)=O |o1:10| (S) or (R)-3-fluoro-4-(2-hydroxypropan-2-yl)-N'-((2-methyl-3-phenyl-6,7-dihydro-5H-cyclopenta[b]pyridin-4-yl)carbamoyl)thiophene-2-sulfonimidamide